C1(=CC=CC=C1)C1=C(C(=NN=N1)C1=C(C=CC=C1)C1=C(C=CC=2OC3=C(C21)C=CC=C3)C3=C(C(=CC=2C1=CC=CC=C1CC32)C)C)C3=CC=CC=C3 (diphenyltriazinyl)[(dimethylfluoreneyl)dibenzofuranyl]benzene